4-(6-fluoro-2,2-dioxo-3,4-dihydrobenzo[e][1,2,3]oxathiazin-8-yl)-N,N-dimethylbenzamide FC=1C=C(C2=C(CNS(O2)(=O)=O)C1)C1=CC=C(C(=O)N(C)C)C=C1